Cl.F\C(=C/CN)\CN1C(=C(C2=NC=CC=C21)CC=2C=NC(=CC2)S(=O)(=O)C(C)C)C(C)C (Z)-3-fluoro-4-(2-isopropyl-3-((6-(isopropylsulfonyl)pyridin-3-yl)methyl)-1H-pyrrolo[3,2-b]pyridin-1-yl)but-2-en-1-amine hydrochloride